ethyl 4-oxo-5-phenyl-thieno[2,3-d]pyridazine-7-carboxylate O=C1C2=C(C(=NN1C1=CC=CC=C1)C(=O)OCC)SC=C2